1-((methyl(2-oxo-4-(o-tolyl)-2H-chromen-7-yl)amino)methyl)cyclopropane-1-carboxylic acid CN(C1=CC=C2C(=CC(OC2=C1)=O)C1=C(C=CC=C1)C)CC1(CC1)C(=O)O